N'-hydroxy-3-(oxetan-2-ylmethyl)-3H-imidazo[4,5-b]Pyridine-6-carboxamidine ON=C(N)C=1C=C2C(=NC1)N(C=N2)CC2OCC2